5'-fluoro-1'-methyl-3-phenyl-1H,1'H-[4,6'-biindazol] FC=1C=C2C=NN(C2=CC1C=1C=2C(=NNC2C=CC1)C1=CC=CC=C1)C